CN1CCC(CC1)C=O methylpiperidine-4-carbaldehyde